(2-(1-(cyclopropylmethyl)-7-methyl-6,7,8,9-tetrahydro-1H-pyrrolo[2,3-f]isoquinolin-2-yl)-7-fluoro-1-methyl-1H-benzo[d]imidazol-5-yl)methanone C1(CC1)CN1C(=CC=2C1=C1CCN(CC1=CC2)C)C2=NC1=C(N2C)C(=CC(=C1)C=O)F